FC1=CC=C(C=N1)C1=NC=C(C(=C1N1CCC(CC1)C1=NN=CN1C)C#N)O 6'-fluoro-5-hydroxy-3-[4-(4-methyl-1,2,4-triazol-3-yl)piperidin-1-yl]-[2,3'-bipyridine]-4-carbonitrile